ClCC(=O)NC1(CN(CCC1)C(=O)OCC1=CC=CC=C1)C1=CC=CC=C1 benzyl 3-[(2-chloroacetyl) amino]-3-phenyl-piperidine-1-carboxylate